NC1=NC(=C(C=C1C=1C=C2C=CNC(C2=C(C1)F)=O)C1=CC=C(C=C1)N1CCN(CC1)CC1CC1)F 6-(2-amino-5-(4-(4-(cyclopropylmethyl)piperazin-1-yl)phenyl)-6-fluoropyridin-3-yl)-8-fluoroisoquinolin-1(2H)-one